tris(2,4-di-t-butylphenyl)phosphine C(C)(C)(C)C1=C(C=CC(=C1)C(C)(C)C)P(C1=C(C=C(C=C1)C(C)(C)C)C(C)(C)C)C1=C(C=C(C=C1)C(C)(C)C)C(C)(C)C